C(=O)(OCC1C2=CC=CC=C2C2=CC=CC=C12)N[C@H](CC1=CNC2=NC=CC=C12)C(=O)O fmoc-(R)-7-azatryptophan